fluorosulfonate silicate compound with sodium selenocyanate [Se-]C#N.[Na+].[Si](O)(O)(O)O.FS(=O)(=O)O